N-ethyl-N'-(2-fluoro-5-methyl-4-(3-((3-(trifluoromethyl)benzyl)oxy)oxetan-3-yl)phenyl)-N-methylformimidamide C(C)N(C=NC1=C(C=C(C(=C1)C)C1(COC1)OCC1=CC(=CC=C1)C(F)(F)F)F)C